(S)-1-methylpyrrolidin-3-yl 5-(6-(5-(6-methylpyridin-2-yl)-1H-imidazol-4-yl)quinolin-3-yl)thiazole-2-carboxylate CC1=CC=CC(=N1)C1=C(N=CN1)C=1C=C2C=C(C=NC2=CC1)C1=CN=C(S1)C(=O)O[C@@H]1CN(CC1)C